C(C)(C)(C)OC(=O)N1C[C@H](CCC1)[C@H]1CC(=NO1)Br.O=NC(C1=NC=CC=C1)=O N-oxopicolinamide tert-Butyl-(3S)-3-[(5R)-3-bromo-4,5-dihydroisoxazol-5-yl]piperidine-1-carboxylate